(S)-tert-butyl 2-(5-(7-bromo-9H-fluoren-2-yl)-1H-imidazol-2-yl)-4-vinylpyrrolidine-1-carboxylate BrC1=CC=C2C=3C=CC(=CC3CC2=C1)C1=CN=C(N1)[C@H]1N(CC(C1)C=C)C(=O)OC(C)(C)C